n-pentanoyloxy di(2-tolyl) phosphate P(=O)(OOC(CCCC)=O)(OC1=C(C=CC=C1)C)OC1=C(C=CC=C1)C